9-(4-(2-(pyrrolidine-1-yl)ethoxy)benzyl)-9H-carbazole N1(CCCC1)CCOC1=CC=C(CN2C3=CC=CC=C3C=3C=CC=CC23)C=C1